NC1=C(O)C(=CC(=C1O)N)N 2,4,6-triaminoresorcinol